methyl 4-[[2-[(3,5-dichlorophenyl)carbamoyl]tetrahydrofuran-2-carbonyl]amino]butanoate ClC=1C=C(C=C(C1)Cl)NC(=O)C1(OCCC1)C(=O)NCCCC(=O)OC